C(C1=CC=CC=C1)OC(=O)N1[C@@H](C[C@H](C1)O)C(=O)O (2S,4R)-1-((benzyloxy)-carbonyl)-4-hydroxypyrrolidine-2-carboxylic acid